FC(C(=O)OCC)(C=CC1=CC=CC=C1)F ethyl 2,2-difluoro-4-phenylbutan-3-enoate